4-bromo-1H-pyrrolo[2,3-b]pyridin-5-yl sulfurofluoridate S(OC=1C(=C2C(=NC1)NC=C2)Br)(=O)(=O)F